BrC1=C(C(=CC=C1OC)C)NC(C(C)(C)C)=O N-(2-bromo-3-methoxy-6-methyl-phenyl)-2,2-dimethyl-propionamide